N[C@H](C(=O)O)CCC(NCC1=CC(NC=C1)=O)=O (2S)-2-amino-4-{[(2-oxo-1,2-dihydropyridin-4-yl)methyl]carbamoyl}butanoic acid